C1(=CC=CC=C1)OC1=C(C=2C(=NSN2)C(=C1OC1=CC=CC=C1)C=1SC(=CC1)C1=C(C=CC=C1C)C)C=1SC(=CC1)C1=C(C=CC=C1C)C 5,6-Diphenyloxy-4,7-bis[5-(2,6-dimethylphenyl)-2-thienyl]benzo[c]1,2,5-thiadiazole